3-(sec-butyl)-2-oxo-1,2,3,5-tetrahydro-4H-benzo[1,4]diazepine-4-carbonitrile C(C)(CC)C1C(NC2=C(CN1C#N)C=CC=C2)=O